benzocycloheptane-7-yl isobutyrate C(C(C)C)(=O)OC1CCC2=C(CC1)C=CC=C2